isononacosyl-carbamic acid C(CCCCCCCCCCCCCCCCCCCCCCCCCC(C)C)NC(O)=O